FC1=C(C=C2C(=C(NC2=C1)C1=CC(=C(C=C1)OC)OC)C(C)C)C1=CCN(CC1)C(=O)OC(C)(C)C tert-butyl 4-(6-fluoro-3-isopropyl-2-(3,4-dimethoxyphenyl)-1H-indol-5-yl)-5,6-dihydropyridine-1(2H)-carboxylate